C(C=C)C1[C@H](C[C@@H](N1C(=O)C1CC1)C(=O)OC)O[Si](C)(C)C(C)(C)C Methyl (2R,4S)-5-allyl-4-((tert-butyldimethylsilyl)oxy)-1-(cyclopropanecarbonyl)pyrrolidine-2-carboxylate